N1=CC=C(C=C1)C1CN(CC1)C(=O)C=1C=C(C=NC1)C1=CC=NC=C1 5-[(3-pyridin-4-ylpyrrolidin-1-yl)carbonyl]-3,4'-bipyridine